tert-butyl (2-cyano-3-((3,3-difluoro-1-methylpiperidin-4-yl)oxy)-4-(((S)-tetrahydrofuran-3-yl)oxy)phenyl)carbamate C(#N)C1=C(C=CC(=C1OC1C(CN(CC1)C)(F)F)O[C@@H]1COCC1)NC(OC(C)(C)C)=O